CC1(N(C(N(C1=O)C1=CC(=C(C#N)C=C1)C(F)(F)F)=O)CCNC=1C=NC=NC1)C 4-(4,4-dimethyl-2,5-dioxo-3-(2-(pyrimidin-5-ylamino)ethyl)imidazolin-1-yl)-2-(trifluoromethyl)benzonitrile